5-ethynyl-4-((5S,5aS,6S,9R)-1-fluoro-12-methoxy-5-methyl-5a,6,7,8,9,10-hexahydro-5H-4-oxa-3,10a,11,13,14-pentaaza-6,9-methanonaphtho[1,8-ab]heptalen-2-yl)naphthalen-2-amine C(#C)C1=C2C(=CC(=CC2=CC=C1)N)C=1C(=C2N=C(N=C3C2=C(O[C@H]([C@@H]2[C@@H]4CC[C@H](CN32)N4)C)N1)OC)F